5-(2-chlorophenyl)tetrahydro-2H-pyran-2-one tert-butyl-(1S,2R,5R)-3-(5,7-dibromo-6-chloro-8-fluoro-2-(methylthio)quinazolin-4-yl)-2-vinyl-3,8-diazabicyclo[3.2.1]octane-8-carboxylate C(C)(C)(C)OC(=O)N1[C@@H]2[C@H](N(C[C@H]1CC2)C2=NC(=NC1=C(C(=C(C(=C21)Br)Cl)Br)F)SC)C=C.ClC2=C(C=CC=C2)C2CCC(OC2)=O